FC1=CC=C(C=C1)NC(C=C)=O N-(4-fluorophenyl)acrylamide